CC1=C(C(=CC(=C1)C)C)OC(C(=C)COCCP(=O)(O)O)=O 2-[4-(di-hydroxyphosphoryl)-2-oxa-butyl]-acrylic acid-2,4,6-trimethylphenyl ester